1-[3-methyl-5-(8-trifluoromethyl-quinolin-5-yl)-piperidin-1-yl]-ethanone CC1CN(CC(C1)C1=C2C=CC=NC2=C(C=C1)C(F)(F)F)C(C)=O